C(C)SC=1C(=NN(C1NC(C)=O)C)C1=NN2C=NC(=CC2=N1)C(F)(F)F N-(4-(ethylthio)-1-methyl-3-(7-(trifluoromethyl)-[1,2,4]triazolo[1,5-c]pyrimidin-2-yl)-1H-pyrazol-5-yl)acetamide